CC(CBr)CBr 2-methyl-1,3-dibromopropane